C1(CC1)C=1OC(=CN1)C(=O)NC12CC(C1)(C2)NC(COC2=CC1=C(OC(O1)(F)F)C=C2)=O 2-cyclopropyl-N-(3-{2-[(2,2-difluoro-2H-1,3-benzodioxol-5-yl)oxy]acetamido}bicyclo[1.1.1]pentan-1-yl)-1,3-oxazole-5-carboxamide